NC1=NC2=C(C(=CC=C2C=C1)C(N1CCOCC1)C1=C(C=CC=C1)F)O 2-amino-7-((2-fluorophenyl)(morpholino)methyl)quinolin-8-ol